(7-cyanochroman-4-yl)methanesulfonamide C(#N)C1=CC=C2C(CCOC2=C1)CS(=O)(=O)N